C1CCC12ON=C(C2)C2[C@H]1CN(C[C@@H]21)C(=O)OC(C)(C)C tert-butyl (1R,5S,6r)-6-(5-oxa-6-azaspiro[3.4]oct-6-en-7-yl)-3-azabicyclo[3.1.0]hexane-3-carboxylate